NC1=C(C(=O)OC)C=C(C=C1N)I methyl 2,3-diamino-5-iodo-benzoate